2-aminopyridine-3-carbaldehyde NC1=NC=CC=C1C=O